(2S,4r)-1-[(2S)-2-[4-[(4-fluorophenoxy)methyl]triazol-1-yl]-3,3-dimethyl-butyryl]-4-hydroxy-N-methyl-pyrrolidine-2-carboxamide FC1=CC=C(OCC=2N=NN(C2)[C@H](C(=O)N2[C@@H](C[C@H](C2)O)C(=O)NC)C(C)(C)C)C=C1